7-chloro-5-(4-(morpholino-sulfonyl)phenyl)benzofuran tertbutyl-3-[(3aR,4R,6S,6aS)-6-hydroxy-2,2-dimethyl-tetrahydro-3aH-cyclopenta[d][1,3]dioxol-4-yl]pyrrolidine-1-carboxylate C(C)(C)(C)OC(=O)N1CC(CC1)[C@H]1C[C@@H]([C@@H]2OC(O[C@@H]21)(C)C)O.ClC2=CC(=CC=1C=COC12)C1=CC=C(C=C1)S(=O)(=O)C1CNCCO1